ClC1=CC=C2C(OC3(CCN(CC3)CC=3C=NN(C3)C=3C=NC(=NC3)C)C2=C1)C#N 6-chloro-1'-((1-(2-methylpyrimidin-5-yl)-1H-pyrazol-4-yl)methyl)-3H-spiro[isobenzofuran-1,4'-piperidine]-3-carbonitrile